5-AMINO-2-HYDROXYBENZALDEHYDE NC=1C=CC(=C(C=O)C1)O